2-[3-(pyrrolidine-1-sulfonyl)-4H,5H,6H,7H-pyrazolo[1,5-a]pyrazine-5-carbonyl]-1H-indole N1(CCCC1)S(=O)(=O)C=1C=NN2C1CN(CC2)C(=O)C=2NC1=CC=CC=C1C2